gamma-glycidyl-propyl-trimethoxysilane C(C1CO1)CCC[Si](OC)(OC)OC